sulfur triazolone N=1N=NC(C1)=O.[S]